cyclohexyl-1,3-dithiane C1(CCCCC1)C1SCCCS1